CN(C=S)C=1C=C(C=CC1)C N-methyl-N-(m-tolyl)thiocarboxamide